(3,5,6-trichloro-2-pyridinyl)-5,6,7,8-tetrahydro-[1,2,4]triazolo[4,3-a]pyridin-3-one ClC=1C(=NC(=C(C1)Cl)Cl)C1CCCC=2N1C(NN2)=O